tert-butyl (1-(6-chloro-4-methoxy-3-nitropyridin-2-yl)piperidin-4-yl)carbamate ClC1=CC(=C(C(=N1)N1CCC(CC1)NC(OC(C)(C)C)=O)[N+](=O)[O-])OC